C(CC)OC1=CC=C2C(=CC(OC2=C1)=O)C1=C(C=CC=C1)C(F)(F)F 7-propoxy-4-(2-(trifluoromethyl)phenyl)-2H-chromen-2-one